(1S,3R,4S)-2-((R)-2-chloro-9-hydroxy-9H-fluorene-9-carbonyl)-N-((R)-1-cyano-2-((S)-2-oxopiperidin-3-yl)ethyl)-5,5-difluoro-2-azabicyclo[2.2.2]octane-3-carboxamide ClC1=CC=2[C@](C3=CC=CC=C3C2C=C1)(C(=O)N1[C@@H]2CC([C@H]([C@@H]1C(=O)N[C@H](C[C@H]1C(NCCC1)=O)C#N)CC2)(F)F)O